P(=O)(OC[N+]1=C(C(=CC=C1)C1=CC(=NO1)CC1=CC(=C(C=C1)OC1=NC=CC=N1)F)N)(O)[O-] (2-amino-3-(3-(3-fluoro-4-(pyrimidin-2-yloxy)benzyl)isoxazol-5-yl)pyridin-1-ium-1-yl)methyl hydrogen phosphate